3-(Boc)-L-phenylalanine C(=O)(OC(C)(C)C)C=1C=C(C[C@H](N)C(=O)O)C=CC1